C(C)(C)(C)OC(=O)CC(C)(C)OC([C@@H](N)CCCCN)=O L-lysine (t-butoxycarbonyl)-t-butyl ester